C(C(C)C)N1C=NC=2C(=NC=3C=CC=CC3C21)NC2=NC(=NC=C2C(F)(F)F)N[C@@H]2CNCCC2 (S)-N4-(1-isobutyl-1H-imidazo[4,5-c]quinolin-4-yl)-N2-(piperidin-3-yl)-5-(trifluoromethyl)pyrimidine-2,4-diamine